[Br-].CN1CN(C=C1)CCCC 1-methyl-3-butyl-imidazole bromide salt